C(CCCCCCCCCCCCCC)C=1NC(OC1)=O 4-pentadecyloxazol-2(3H)-one